(R)-2-(tert-butyl)-N-(2-methyl-4-(2-((1-(pyrrolidin-3-yl)-1H-pyrazol-4-yl)amino)pyrimidin-4-yl)benzyl)thiazole-5-carboxamide C(C)(C)(C)C=1SC(=CN1)C(=O)NCC1=C(C=C(C=C1)C1=NC(=NC=C1)NC=1C=NN(C1)[C@H]1CNCC1)C